tetrahydropyran-one O1C(CCCC1)=O